2-(ethylthio)ethane-1-thiol C(C)SCCS